ClC(=CCl)N[C@@H](CS)C(=O)O 1,2-dichlorovinyl-cysteine